O1C(=CC=C1)CCO 2-(furan-2-yl)ethan-1-ol